Racemic-3-(3-(3-chloro-4-fluorophenyl)-1-(1-(1-oxo-1,2-dihydroisoquinolin-4-yl)ethyl)ureido)-N,N-dimethylpropionamide ClC=1C=C(C=CC1F)NC(N([C@H](C)C1=CNC(C2=CC=CC=C12)=O)CCC(=O)N(C)C)=O |r|